1-isopropyl-6-{(3S,4S)-4-methyl-1-[(5-methylpyrazin-2-yl)methyl]pyrrolidin-3-yl}-1,5-dihydro-4H-pyrazolo[3,4-d]pyrimidin-4-one C(C)(C)N1N=CC2=C1N=C(NC2=O)[C@@H]2CN(C[C@H]2C)CC2=NC=C(N=C2)C